ClC1=C(C=C(N=N1)C1=C(C=C(C=C1C)C(F)(F)F)O)C 2-(6-Chloro-5-methylpyridazin-3-yl)-3-methyl-5-(trifluoromethyl)phenol